C(C)(C)(C)OC(=O)N1CC(C(CC1)CC(=O)O)(F)F 2-[1-[(tert-butoxy)carbonyl]-3,3-difluoropiperidin-4-yl]acetic acid